CS(=O)(=O)OCCOCCOCCOCCNC(OC(C)(C)C)=O 2,2-dimethyl-4-oxo-3,8,11,14-tetraoxa-5-azahexadecan-16-yl methanesulfonate